N=SC1=CC=C(C=C1)S imino-1,4-benzenedithiol